FC(N1N=CC(=C1C1=CC=2N(C=C1)N=C(C2)NC=2N=NC(=CC2)C)OC[C@@H]2N(CC2)CC)F 5-[2-(difluoromethyl)-4-[[(2R)-1-ethylazetidin-2-yl]methoxy]pyrazol-3-yl]-N-(6-methylpyridazin-3-yl)pyrazolo[1,5-a]pyridin-2-amine